N-[(4S,5S)-7-ethyl-4-(4-fluorophenyl)-6-oxo-1-phenyl-3-[(pyrrolidin-1-yl)methyl]-1H,4H,5H,6H,7H-pyrazolo[3,4-b]pyridin-5-yl]-3-(trifluoromethyl)benzamide C(C)N1C2=C([C@@H]([C@@H](C1=O)NC(C1=CC(=CC=C1)C(F)(F)F)=O)C1=CC=C(C=C1)F)C(=NN2C2=CC=CC=C2)CN2CCCC2